BrC1=C(C(=C(NC[C@H]2OCC2)C=C1)[N+](=O)[O-])F (S)-4-bromo-3-fluoro-2-nitro-N-(oxetan-2-ylmethyl)aniline